(E)-6,6'-(But-2-ene-1,4-diylbis(5-carbamoyl-4-methoxy-1H-benzo[d]imidazole-1,2-diyl))bis(3-chlorobenzoic acid) C(\C=C\CN1C(=NC2=C1C=CC(=C2OC)C(N)=O)C2=CC=C(C=C2C(=O)O)Cl)N2C(=NC1=C2C=CC(=C1OC)C(N)=O)C1=CC=C(C=C1C(=O)O)Cl